N-(3-(2,2-difluoroacetamido)-2,6-difluorophenyl)-2,3-difluorobenzamide FC(C(=O)NC=1C(=C(C(=CC1)F)NC(C1=C(C(=CC=C1)F)F)=O)F)F